(4-(2-(4-hydroxyphenyl)propan-2-yl)phenyl)-2-oxoacetic acid OC1=CC=C(C=C1)C(C)(C)C1=CC=C(C=C1)C(C(=O)O)=O